1-((tert-Butyldiphenylsilyl)oxy)-7-fluoro-6-iodo-2,3-dihydro-1H-indene-5-carbonitrile [Si](C1=CC=CC=C1)(C1=CC=CC=C1)(C(C)(C)C)OC1CCC2=CC(=C(C(=C12)F)I)C#N